5-(8-(6-amino-8-fluoro-4-((S)-3-hydroxy-3-methylpiperidin-1-yl)-2-(2,2,2-Trifluoroethoxy)quinazolin-7-yl)-2-fluoro-6-(methoxymethoxy)naphthalen-1-yl)valeric acid NC=1C=C2C(=NC(=NC2=C(C1C=1C=C(C=C2C=CC(=C(C12)CCCCC(=O)O)F)OCOC)F)OCC(F)(F)F)N1C[C@@](CCC1)(C)O